NC1=CC(=NN1CC(=O)N1C[C@@]2(CCC1)C1=C(NC(O2)=O)C=CC(=C1F)Cl)C1=NC=CC=C1F (R)-1'-(2-(5-Amino-3-(3-fluoropyridin-2-yl)-1H-pyrazol-1-yl)acetyl)-6-chloro-5-fluorospiro[benzo[d][1,3]oxazine-4,3'-piperidin]-2(1H)-one